OC1=C(N=C(N(C1=O)C)C1CN(CCC1)CCC1=CC=CC=C1)C(=O)NC=1C=NOC1 5-Hydroxy-N-(Isoxazol-4-Yl)-1-Methyl-6-Oxo-2-(1-Phenethylpiperidin-3-Yl)-1,6-Dihydropyrimidine-4-Carboxamide